(E)-3-(2-(Diphenylphosphaneyl)phenyl)-1-(1,3-dithian-2-yl)-2-phenylprop-2-en-1-one C1(=CC=CC=C1)P(C1=C(C=CC=C1)/C=C(/C(=O)C1SCCCS1)\C1=CC=CC=C1)C1=CC=CC=C1